1-{6-[(3S)-3-amino-6-fluoro-1,3-dihydrospiro[indene-2,4'-piperidin]-1'-yl]-5-methyl-1H-pyrazolo[3,4-b]pyrazin-3-yl}-6-methyl-1,2,3,4,5,6-hexahydro-1,6-naphthyridin-5-one N[C@@H]1C2=CC=C(C=C2CC12CCN(CC2)C2=C(N=C1C(=N2)NN=C1N1CCCC=2C(N(C=CC12)C)=O)C)F